methyl 4-fluoro-4-methylpentanoate FC(CCC(=O)OC)(C)C